2-benzyl-N-(8-fluoro-3-quinolinyl)-4,4-dimethyl-pentanamide C(C1=CC=CC=C1)C(C(=O)NC=1C=NC2=C(C=CC=C2C1)F)CC(C)(C)C